n-butyl-1-amino-4,4-dibutoxycyclohexanecarboxylate C(CCC)OC(=O)C1(CCC(CC1)(OCCCC)OCCCC)N